4-(2,6-difluorobenzyl)-2-(4-((2-methoxypyridin-4-yl)oxy)phenyl)-2,4-dihydro-3H-1,2,4-triazol-3-one FC1=C(CN2C(N(N=C2)C2=CC=C(C=C2)OC2=CC(=NC=C2)OC)=O)C(=CC=C1)F